C1=CC=CC=2C3=CC=CC=C3C(C12)COC(=O)N[C@@H](C)C(=O)OCC1=CC=C(C=C1)NC([C@H](C)N=[N+]=[N-])=O 4-((S)-2-azidopropanamido)benzyl (((9H-fluoren-9-yl)methoxy)carbonyl)-L-alaninate